FC1=C(C=CC=C1C(F)(F)F)[C@@H](C)NC(=O)C1=NN(C(C=C1)=O)C=1C=NC=C(C1)C1=CN=NN1C1CN(C1)S(=O)(=O)C (R)-N-(1-(2-fluoro-3-(trifluoromethyl)phenyl)ethyl)-1-(5-(1-(1-(methylsulfonyl)azetidin-3-yl)-1H-1,2,3-triazol-5-yl)pyridin-3-yl)-6-oxo-1,6-dihydropyridazine-3-carboxamide